CC=1C(C2=CC=CC=C2C(C1CC1=CC2=CC=CC=C2C=C1)=O)=O 2-methyl-3-(naphthalen-2-ylmethyl)naphthalene-1,4-dione